4,4,5,5-tetramethyl-2-tetrahydropyran-3-yl-1,3,2-dioxaborolane CC1(OB(OC1(C)C)C1COCCC1)C